C(C(=O)O)(=O)O.C1OCC12NCCCC2 2-oxa-5-azaspiro[3.5]nonane oxalate